5-methyl-1-(pyridin-3-yl)-1H-pyrazole-3-carboxylic acid CC1=CC(=NN1C=1C=NC=CC1)C(=O)O